(2R,4S)-4-fluoro-N-(3-(2-((3-methoxy-1-methyl-1H-pyrazol-4-yl)amino)pyrimidin-4-yl)-1H-indol-7-yl)-1-(1-methylpiperidin-4-yl)pyrrolidine-2-carboxamide F[C@H]1C[C@@H](N(C1)C1CCN(CC1)C)C(=O)NC=1C=CC=C2C(=CNC12)C1=NC(=NC=C1)NC=1C(=NN(C1)C)OC